ClC1=NN2C(N=CC3=C2C(C(CN3C(=O)NC=3C=NC(=C(C3)Cl)N3N=CC=N3)OC)(C)C)=C1 2-chloro-N-(5-chloro-6-(2H-1,2,3-triazol-2-yl)pyridine-3-yl)-8-methoxy-9,9-dimethyl-8,9-dihydropyrazolo[1,5-a]pyrido[2,3-e]pyrimidine-6(7H)-carboxamide